SCCCNC(=O)C=1C=NN(C1C(F)(F)F)C1=CC=C(C=C1)OC N-(3-mercaptopropyl)-1-(4-methoxyphenyl)-5-(trifluoromethyl)-1H-pyrazole-4-carboxamide